1-(5'-Chloro-1'-(4-methoxybenzyl)-1',2'-dihydrospiro[azetidine-3,3'-pyrrolo[2,3-b]pyridin]-1-yl)ethan-1-one ClC=1C=C2C(=NC1)N(CC21CN(C1)C(C)=O)CC1=CC=C(C=C1)OC